2,7-diamino-2,1,3-benzothiadiazole NS1N=C2C(=N1)C(=CC=C2)N